(S)-2-(4-(6-((4-chloro-2-fluorobenzyl)oxy)pyridin-2-yl)-2-fluorobenzyl)-7-fluoro-1-(oxetan-2-ylmethyl)-1H-benzo[d]imidazole-6-carboxylic acid ClC1=CC(=C(COC2=CC=CC(=N2)C2=CC(=C(CC3=NC4=C(N3C[C@H]3OCC3)C(=C(C=C4)C(=O)O)F)C=C2)F)C=C1)F